C(C)(C)(C)C=1C(=CC(=C(C(=O)N2CC3=CC(=CC=C3CC2)N(C(\C=C\CN(C)C)=O)C)C1)O)F (E)-N-(2-(5-(tert-Butyl)-4-fluoro-2-hydroxybenzoyl)-1,2,3,4-tetrahydroisoquinolin-7-yl)-4-(dimethylamino)-N-methylbut-2-enamide